2,5-Dioxopyrrolidin-1-yl 3-(pyridin-2-yldisulfanyl)propanoate N1=C(C=CC=C1)SSCCC(=O)ON1C(CCC1=O)=O